(Z)-methyl 3-(((4-((2-(ethyl(methyl)amino)-2-oxoethyl)(methyl)amino)phenyl)amino)(phenyl)methylene)-2-oxo-2,3-dihydro-1H-pyrrolo[3,2-c]pyridine-6-carboxylate C(C)N(C(CN(C1=CC=C(C=C1)N\C(=C\1/C(NC2=C1C=NC(=C2)C(=O)OC)=O)\C2=CC=CC=C2)C)=O)C